NC1=C(N=CC(=N1)N1CCC2(CC1)C(C1=CC(=CC=C1C2)Br)N)SC2=C(C(=NC=C2)N)Cl 1'-(6-amino-5-((2-amino-3-chloropyridin-4-yl)thio)pyrazin-2-yl)-6-bromo-1,3-dihydrospiro[indene-2,4'-piperidin]-1-amine